NCCCC(CCNCC(CN1CCN(CC1)CC(CNCCC(CCCCCCCCCCC)CCCN)O)O)CCCCCCCCCCC bis[(3-(3-aminopropyl)-myristylamino)2-hydroxypropyl]piperazine